COC1=C(C=C(C=C1)C1=CC=CC(=N1)C=1CB(OC1)O)OCCC 4-(6-(4-methoxy-3-propoxyphenyl)pyridin-2-yl)-1,2-oxaborol-2-ol